C(C)(C)(C)OC(=O)N1[C@@H](C2=CC=C(C(=C2CC1)C1=CC(=C(C(=C1)F)OCC1=CC=CC=C1)Br)OC)C (1R)-5-(4-benzyloxy-3-bromo-5-fluoro-phenyl)-6-methoxy-1-methyl-3,4-dihydro-1H-isoquinoline-2-carboxylic acid tert-butyl ester